C1(=CC=CC=C1)OP(OC1=CC=CC=C1)(=O)CCC1CCN(CC1)C1=NC=NC2=CC(=C(C=C12)OC)OC.O(C#N)C1=CC=C(C=C1)C(C(C1=CC=C(C=C1)OC#N)C1=CC=C(C=C1)OC#N)C1=CC=C(C=C1)OC#N 1,1,2,2-tetrakis(4-cyanatophenyl)ethane diphenyl-(2-(1-(6,7-dimethoxyquinazolin-4-yl)piperidin-4-yl)ethyl)phosphonate